5-(4-hydroxyphenyl)imidazolidine-2,4-dione OC1=CC=C(C=C1)C1C(NC(N1)=O)=O